2-fluoro-6-[(3,4-dichlorobenzyl)amino]-9-(tetrahydro-2H-pyran-2-yl)-9H-purine FC1=NC(=C2N=CN(C2=N1)C1OCCCC1)NCC1=CC(=C(C=C1)Cl)Cl